1,6-Diisopropylpyrene C(C)(C)C1=CC=C2C=CC3=C(C=CC4=CC=C1C2=C34)C(C)C